(R)-tert-butyl 1-(4-(1H-pyrazol-1-yl)phenylcarbamoyl)piperidin-3-ylcarbamate N1(N=CC=C1)C1=CC=C(C=C1)NC(=O)N1C[C@@H](CCC1)NC(OC(C)(C)C)=O